CSCCCN([C@@H](CC1=CNC=N1)C(=O)N)C(=O)OC(C)(C)C 3-(methylthio)propanyl-Nα-Boc-histidinamide